2-({[2-(2-Methylbiphenyl-3-yl)imidazo[1,2-a]pyrimidin-6-yl]methyl}amino)ethanol CC1=C(C=CC=C1C=1N=C2N(C=C(C=N2)CNCCO)C1)C1=CC=CC=C1